CC1(C(C(CCC1)C)=O)C 2,2,6-trimethylcyclohexane-1-one